2-{3-methyl-5H,6H,7H-cyclopenta[c]pyridin-5-yl}-2,3-dihydro-1H-isoindole-1,3-dione CC1=CC2=C(C=N1)CCC2N2C(C1=CC=CC=C1C2=O)=O